3-boc-1,2,3-oxathiazolidine 2,2-dioxide C(=O)(OC(C)(C)C)N1S(OCC1)(=O)=O